C(#N)C(=CC=1C=C(OCCC(=O)N[C@@H](CC2=CC=CC=C2)OB(O)O)C=CC1)C1=NC=CC=C1F (R)-(1-(3-(3-(2-cyano-2-(3-fluoropyridin-2-yl)vinyl)phenoxy)propanamido)-2-phenylEthyl)boric acid